4-((5-chloro-4-(3-(1-methylpiperidin-3-yl)-1,2,4-thiadiazol-5-yl)pyridin-2-yl)amino)tetrahydro-2H-pyran-3-ol ClC=1C(=CC(=NC1)NC1C(COCC1)O)C1=NC(=NS1)C1CN(CCC1)C